Cl.ClC1=C(C=CC(=C1)Cl)C=1CSC2=CC(=CC=C2C1C1=CC=C(C=C1)CC1CN(CC1)CCCF)C(=O)O 3-(2,4-dichlorophenyl)-4-(4-((1-(3-fluoropropyl)pyrrolidin-3-yl)methyl)phenyl)-2H-thiochromene-7-carboxylic acid hydrochloride